N1(N=CN=C1)CC#N 2-(1H-1,2,4-triazol-1-yl)acetonitrile